BrC=1C=CC(=C(C1)C1(CC1)O)I 1-(5-bromo-2-iodophenyl)cyclopropan-1-ol